ClC=1C=C(C=CC1)[C@@H](C)NC1=NC(=NC2=CC=C(C=C12)C(C)(C)O)C 2-(4-{[(1R)-1-(3-chlorophenyl)ethyl]amino}-2-methylquinazolin-6-yl)propan-2-ol